N,N'-di(6-quinolyl)malonamide tert-butyl-(2S,4R)-2-(2-(6-bromo-7-methyl-4-(trifluoromethyl)-2H-indazol-2-yl)-3-ethoxy-3-oxopropanoyl)-4-fluoropyrrolidine-1-carboxylate C(C)(C)(C)OC(=O)N1[C@@H](C[C@H](C1)F)C(C(C(=O)OCC)N1N=C2C(=C(C=C(C2=C1)C(F)(F)F)Br)C)=O.N1=CC=CC2=CC(=CC=C12)NC(CC(=O)NC=1C=C2C=CC=NC2=CC1)=O